ClC1=C(C=C(C=C1)N1CCC(CC1)N1CCN(CC1)C(=O)OC(C)(C)C)F Tert-butyl 4-(1-(4-chloro-3-fluorophenyl)piperidin-4-yl)piperazine-1-carboxylate